C1(=CC=CC=C1)C1=NC(NC(=N1)C=1SC=CC1)=O 4-phenyl-6-(thiophen-2-yl)-1,3,5-triazin-2(1H)-one